n-propyl 3-carboxy-4-hydroxy-α-cyanocinnamate C(=O)(O)C=1C=C(C=C(C(=O)OCCC)C#N)C=CC1O